C[C@@H]1CN(CCN1C1=C(C=NN1)C)C(=O)OC(C)(C)C tert-butyl (R)-3-methyl-4-(4-methyl-1H-pyrazol-5-yl)piperazine-1-carboxylate